(2S,4R)-1-(2-(3-Acetyl-5-(2-methylpyrimidin-5-yl)-1H-indazol-yl)acetyl)-N-(6-bromopyridin-2-yl)-4-fluoro-4-(fluoromethyl)pyrrolidine-2-carboxamide C(C)(=O)C1=NN(C2=CC=C(C=C12)C=1C=NC(=NC1)C)CC(=O)N1[C@@H](C[C@@](C1)(CF)F)C(=O)NC1=NC(=CC=C1)Br